FC1=C(OC2=CC(=C(C#N)C=C2)C(F)(F)F)C(=CC(=C1)COC1=NC(N(C(=C1)N1CCOCC1)C)=O)F 4-(2,6-difluoro-4-(((1-methyl-6-morpholinyl-2-oxo-1,2-dihydropyrimidin-4-yl)oxy)methyl)phenoxy)-2-(trifluoromethyl)benzonitrile